N-{2-[(3S,4R)-3-fluoro-4-(2-methoxyethoxy)piperidin-1-yl]pyrimidin-4-yl}-8-[(2R,3S)-3-(methanesulfonyl-methyl)-2-methylazetidin-1-yl]-5-(propan-2-yl)isoquinolin-3-amine F[C@H]1CN(CC[C@H]1OCCOC)C1=NC=CC(=N1)NC=1N=CC2=C(C=CC(=C2C1)C(C)C)N1[C@@H]([C@H](C1)CS(=O)(=O)C)C